2-(4-bromo-2-fluorobenzyl)-1-(2-methoxyethyl)-1H-benzo[d]Imidazole-6-carboxylic acid methyl ester COC(=O)C=1C=CC2=C(N(C(=N2)CC2=C(C=C(C=C2)Br)F)CCOC)C1